N1-(8-(5-chloro-2-fluorophenyl)pyrido[3,4-d]pyrimidin-2-yl)-N4-(1-(2-fluoroethyl)azetidin-3-yl)benzene-1,4-diamine ClC=1C=CC(=C(C1)C1=NC=CC2=C1N=C(N=C2)NC2=CC=C(C=C2)NC2CN(C2)CCF)F